Cl.ClC1=C(C2=C(SC3=C2N=CN=C3N3CC(CC3)F)N=C1C)C 8-chloro-4-(3-fluoropyrrolidin-1-yl)-7,9-dimethyl-pyrido[3',2':4,5]thieno[3,2-d]pyrimidine hydrochloride